FC(N1C(=NC2=C(C=C(C=C2C1=O)F)[C@@H](C)NC1=C(C(=O)O)C=C(C=C1)F)C1CCOCC1)F 2-[[(1R)-1-[3-(difluoromethyl)-6-fluoro-4-oxo-2-tetrahydropyran-4-yl-quinazolin-8-yl]ethyl]amino]-5-fluoro-benzoic acid